C(CC(C)C)[C@@]1([C@H](O)[C@H](O)[C@@H](CO)O1)N1C=NC=2C(N)=NC=NC12 α-isopentyladenosine